NC=1C=2N(C3=CC(=CC=C3N1)C(=O)N(CC1=C(C=C(C=C1)C(F)(F)F)F)C13CC(C1)C3)C=NC2 4-amino-N-(bicyclo[1.1.1]pentan-1-yl)-N-(2-fluoro-4-(trifluoromethyl)benzyl)imidazo[1,5-a]quinoxaline-8-carboxamide